5α-hydroxy-6β-{3-[4-(3-aminopropylamino)butylamino]propyl-amino}campestan-3β-ol O[C@]12[C@@H](C[C@H]3[C@@H]4CC[C@H]([C@@H](CC[C@H](C(C)C)C)C)[C@]4(CC[C@@H]3[C@]2(CC[C@@H](C1)O)C)C)NCCCNCCCCNCCCN